2-(methylamino)ethane-1-ol hydrochloride Cl.CNCCO